NC=1C=2OC(C3=CC(=CC=C3C3=NC=CN3CC=3C=NN(C3C(=CN1)C2)CC)F)CO {22-amino-3-ethyl-16-fluoro-20-oxa-3,4,8,11,23-pentaazapentacyclo[19.3.1.02,6.08,12.013,18]pentacosa-1(24),2(6),4,9,11,13,15,17,21(25),22-decaen-19-yl}methanol